N1=C(C=CC=C1)C=O (2-pyridyl)methanone